N1C(=NC2=C1C=CC=C2)C2=C(C(=CC=C2)Cl)C=2C(=CC(=CC2)C(N[C@@H](CCC)C2=CC(=CC=C2)F)=O)C(=O)O (S)-2'-(1H-1,3-benzodiazol-2-yl)-6'-chloro-4-{[1-(3-fluorophenyl)butyl]carbamoyl}-[1,1-biphenyl]-2-carboxylic acid